2-methyl-3-hydroxypyridine-4-one CC1=NC=CC(C1O)=O